C(C1CO1)OCCCCCCC(C)(O[Si](OCC)(OCC)CCCCCCOCC1CO1)C glycidyloxyhexylmethyl-6-glycidyloxyhexyl-triethoxysilane